[4-(glycidoxy) butyl] acrylate C(C=C)(=O)OCCCCOCC1CO1